N1N=CC(=C1)C=1C=C(C(=NC1)C=1N=NC(=CC1)OC1CC(NC(C1)(C)C)(C)C)O 5-(1H-pyrazol-4-yl)-2-{6-[(2,2,6,6-tetramethylpiperidin-4-yl)oxy]pyridazin-3-yl}pyridin-3-ol